N,N'-bis-[4-(4-carbamimidoyl-piperazin-1-yl)-phenyl]-terephthalamide trifluoroacetate FC(C(=O)O)(F)F.C(N)(=N)N1CCN(CC1)C1=CC=C(C=C1)NC(C1=CC=C(C(=O)NC2=CC=C(C=C2)N2CCN(CC2)C(N)=N)C=C1)=O